5-methylbenzo[d]Thiazole CC=1C=CC2=C(N=CS2)C1